BrC=1C=C2C(=NC1)N(C(=N2)N2C(=CC=C2C)C)C 6-bromo-2-(2,5-dimethylpyrrol-1-yl)-3-methyl-imidazo[4,5-b]pyridine